tert-butyl (1R,5S)-9-[(6-isopropoxy-3-pyridyl)methyl]-3-oxa-7,9-diazabicyclo[3.3.1]nonane-7-carboxylate C(C)(C)OC1=CC=C(C=N1)CN1[C@H]2COC[C@@H]1CN(C2)C(=O)OC(C)(C)C